((((9H-fluoren-9-yl)methoxy)carbonyl)amino)-3-(7-methyl-1H-indol-3-yl)propionic acid C1=CC=CC=2C3=CC=CC=C3C(C12)COC(=O)NC(C(=O)O)CC1=CNC2=C(C=CC=C12)C